BrC=1C(=NC(=NC1)NC1=C(C=C(C(=C1)C)N1CCC(CC1)N1CCN(CC1)C)OC)NC1=C(C=CC=C1)C(C(F)(F)F)(C(F)(F)F)O 2-(2-((5-Bromo-2-((2-methoxy-5-methyl-4-(4-(4-methylpiperazin-1-yl)piperidin-1-yl)Phenyl)amino)pyrimidin-4-yl)amino)phenyl)-1,1,1,3,3,3-hexafluoropropan-2-ol